(3R)-3-(t-butoxycarbonylamino)-1-[3-(trifluoromethyl)-5,6,7,8-tetrahydro-1,2,4-triazolo[4,3-a]pyrazin-7-yl]-4-(2,4,5-trifluorophenyl)butan-1-one C(C)(C)(C)OC(=O)N[C@@H](CC(=O)N1CC=2N(CC1)C(=NN2)C(F)(F)F)CC2=C(C=C(C(=C2)F)F)F